C(C1=CC=CC=C1)OC1=CC=C(C=C1)C1=NC(=C2N=CNC2=N1)N1CCNCC1 (4-(benzyloxy)phenyl)-6-(piperazin-1-yl)-9H-purine